(4-(Benzyloxy)-3-bromophenyl)acetic acid methyl ester COC(CC1=CC(=C(C=C1)OCC1=CC=CC=C1)Br)=O